tert-butyl 3-(6-bromopyridin-2-yl)-5,6-dihydro-[1,2,4]triazolo[4,3-a]pyrazine-7(8H)-carboxylate BrC1=CC=CC(=N1)C1=NN=C2N1CCN(C2)C(=O)OC(C)(C)C